CN(C(/C=C/CC[C@@H](C(=O)NC=1C(N(C=CC1)CC=1N(C2=CC=CC=C2C1)C(=O)OC(C)(C)C)=O)NC(=O)OCCO)=O)C tert-butyl (S,E)-2-((3-(7-(dimethylamino)-2-(((2-hydroxyethoxy)carbonyl)amino)-7-oxohept-5-enamido)-2-oxopyridin-1(2H)-yl)methyl)-1H-indole-1-carboxylate